N1CC(C1)C1=NC=2C(=C3C(=NC2)NC=C3)N1C1CCC(CC1)CC#N 2-((1r,4r)-4-(2-(azetidin-3-yl)imidazo[4,5-d]Pyrrolo[2,3-b]Pyridine-1(6H)-yl)cyclohexyl)acetonitrile